(S)-2-((4-(6-((4-(difluoromethyl)-2-fluorobenzyl)oxy)pyridin-2-yl)-5,6-dihydro-1,2,4-triazine-1(4H)-yl)methyl)-4-fluoro-1-(oxetan-2-ylmethyl)-1H-benzo[d]imidazole-6-Carboxylic acid FC(C1=CC(=C(COC2=CC=CC(=N2)N2C=NN(CC2)CC2=NC3=C(N2C[C@H]2OCC2)C=C(C=C3F)C(=O)O)C=C1)F)F